NC1=NC(=C(C=C1C=1C=C2CCNC(C2=CC1)=O)C1=CC(=CC=C1)[C@H]1N(CCC1)C)F (S)-6-(2-amino-6-fluoro-5-(3-(1-methylpyrrolidin-2-yl)phenyl)pyridin-3-yl)-3,4-dihydroisoquinolin-1(2H)-one